(2R,4R)-1-(3-chloro-2-fluorobenzyl)-4-((5-fluoro-4-(1-methyl-1H-imidazol-2-yl)-6-((5-methyl-1H-pyrazol-3-yl)amino)pyridin-2-yl)methyl)-2-methylpiperidine ClC=1C(=C(CN2[C@@H](C[C@@H](CC2)CC2=NC(=C(C(=C2)C=2N(C=CN2)C)F)NC2=NNC(=C2)C)C)C=CC1)F